1,3-dihydroxytoluene OC1(C)CC(=CC=C1)O